NCCCCCSC1=C2C(N(C(C2=CC=C1)=O)C1C(NC(CC1)=O)=O)=O 4-((5-Aminopentyl)thio)-2-(2,6-dioxopiperidin-3-yl)isoindoline-1,3-dione